FC1=C(C2=C(N=N1)C(=CS2)C)O 3-fluoro-7-methylthieno[3,2-c]pyridazin-4-ol